di(2-ethylhexyl)dithiophosphat C(C)C(CSP(=S)(OCC(CCCC)CC)[O-])CCCC